COC=1C(=NC=CC1)C1=NN=C(O1)C1CCN(CC1)C(=O)[O-] 4-(5-(3-Methoxypyridin-2-yl)-1,3,4-oxadiazol-2-yl)piperidine-1-carboxylate